N=1C=NN2C1C=C(C=C2)OC2=C(C=C(C=C2)NC2=NC=NN1C2=C(C=C1)C1(CCN(CC1)C(=O)OC(C)(C)C)O)C tert-butyl 4-(4-((4-([1,2,4]triazolo[1,5-a]pyridin-7-yloxy)-3-methylphenyl)amino)pyrrolo[2,1-f][1,2,4]triazin-5-yl)-4-hydroxypiperidine-1-carboxylate